COC(C(C)N1CC(NCC1)=O)=O.C(=C)N1C=[N+](C=C1)CCCS(=O)(=O)O 1-vinyl-3-(3-sulfopropyl)imidazolium Methyl-2-(3-oxopiperazin-1-yl)propanoate